(2s,4s)-1-(3-cyano-4,6-dimethylpyridin-2-yl)-N-(4-fluoro-3-(trifluoromethyl)phenyl)-4-hydroxy-N-methylpyrrolidine-2-carboxamide C(#N)C=1C(=NC(=CC1C)C)N1[C@@H](C[C@@H](C1)O)C(=O)N(C)C1=CC(=C(C=C1)F)C(F)(F)F